BrC=C(C(=O)O)CCCCCCC 2-bromomethylenenonanoic acid